2-(2-hydroxy-1-phenylethyl)-6-(phenylsulfonyl)phthalazin-1(2H)-one OCC(C1=CC=CC=C1)N1C(C2=CC=C(C=C2C=N1)S(=O)(=O)C1=CC=CC=C1)=O